2-(6-methyl-2-((4-(2-phenylacetamido)phenyl)amino)pyrimidin-4-yl)-5,8,11-trioxa-2-azatridecan-13-yl 4-methylbenzenesulfonate CC1=CC=C(C=C1)S(=O)(=O)OCCOCCOCCOCCN(C)C1=NC(=NC(=C1)C)NC1=CC=C(C=C1)NC(CC1=CC=CC=C1)=O